NC1=NC=NC=2N(C3=CC(=C(C=C3C21)F)C)CC(=O)OCCCC butyl 2-(4-amino-6-fluoro-7-methyl-9H-pyrimido[4,5-b]indol-9-yl)acetate